OC[C@H]1[C@@H](C[C@@H]2OC(C[C@@H]21)=O)OC2OCCCC2 (3aR,4S,5R,6aS)-4-(hydroxymethyl)-5-(tetrahydro-2H-pyran-2-yloxy)hexahydro-2H-cyclopenta[b]furan-2-one